C(C)C1=C(C(=CC=C1)CC)NC(=O)C1=NN(C2=C1CCC=1C=NC(=NC21)NC2=C(C=C(C=C2)N2CCC(CC2)N(C)C)OC)C N-(2,6-diethylphenyl)-8-({4-[4-(dimethylamino)piperidin-1-yl]-2-methoxyphenyl}amino)-1-methyl-4,5-dihydro-1H-pyrazolo[4,3-H]quinazoline-3-carboxamide